ethyl 1-amino-4-(tert-butoxycarbonylamino)-6-(5-[tert-butyl(dimethyl)silyl]oxy-5-methyl-hex-1-ynyl)pyridin-1-ium-3-carboxylate 2,4-dinitrophenolate salt [N+](=O)([O-])C1=C(C=CC(=C1)[N+](=O)[O-])[O-].N[N+]1=CC(=C(C=C1C#CCCC(C)(C)O[Si](C)(C)C(C)(C)C)NC(=O)OC(C)(C)C)C(=O)OCC